C(C)C=1C(=CC=C2C=C(C=C(C12)C1=C(C=2N=C(N=C(C2C=N1)N1CCOCC2(CCO2)C1)OCC1(CC1)CO)F)OCOC)F (1-(((7-(8-ethyl-7-fluoro-3-(methoxymethoxy)naphthalen-1-yl)-8-fluoro-4-(1,6-dioxa-9-azaspiro[3.6]decan-9-yl)pyrido[4,3-d]pyrimidin-2-yl)oxy)methyl)cyclopropyl)methanol